C(C)(C)(C)OC(N[C@H]1CN(CC1)C1=CC(=C(C=C1)NC(C)=O)[N+](=O)[O-])=O (R)-(1-(4-acetamido-3-nitrophenyl)pyrrolidin-3-yl)carbamic acid tert-butyl ester